8-(5-fluoropyridin-3-yl)-2-(2-phenoxyacetyl)-1,3,4,12a-tetrahydrobenzo[e]pyrazino[1,2-a][1,4]diazepine-6,12(2H,11H)-dione FC=1C=C(C=NC1)C1=CC2=C(NC(C3N(C2=O)CCN(C3)C(COC3=CC=CC=C3)=O)=O)C=C1